1-(4-(7-Oxa-2-azaspiro[3.5]nonan-2-yl)phenyl)-5,7-difluoro-1H-benzo[d][1,2,3]triazol-6-ol C1N(CC12CCOCC2)C2=CC=C(C=C2)N2N=NC1=C2C(=C(C(=C1)F)O)F